1-((S)-1-(2-((S)-1-hydroxyethyl)imidazo[4,5-d]pyrrolo[2,3-b]pyridin-1(6H)-yl)pyrrolidin-3-yl)-3-(2,2,2-trifluoroethyl)urea O[C@@H](C)C1=NC=2C(=C3C(=NC2)NC=C3)N1N1C[C@H](CC1)NC(=O)NCC(F)(F)F